BrC=1C=C2C=C(C(N(C2=NC1)CC1=CC=C(C=C1)F)=O)C(=O)NC1=CC=C(C=C1)C 6-bromo-1-(4-fluorobenzyl)-2-oxo-N-(p-tolyl)-1,2-dihydro-1,8-naphthyridine-3-carboxamide